O=C(CCC=1C=C(C(NC1)=O)C(F)(F)F)N1CCN(CC1)C1=NC=C(C=N1)C(F)(F)F 5-(3-oxo-3-(4-(5-(trifluoromethyl)pyrimidin-2-yl)piperazin-1-yl)propyl)-3-(trifluoromethyl)pyridin-2(1H)-one